FC(OC1=NC=CC(=C1)CNC(=O)NC1COC2=CC=CC=C2C1)F 1-[[2-(difluoro-methoxy)pyridin-4-yl]methyl]-3-(3,4-dihydro-2H-chromen-3-yl)urea